3-sulfoxy-L-tyrosine O(S(=O)(=O)O)C=1C=C(C[C@H](N)C(=O)O)C=CC1O